C(C)(=O)OCS\C(\NC1=C(C=CC(=C1)C)C(C)C)=N/N=C/C1=CC=C(C=C1)C1=NN(C(=C1C#N)NC(C1=CC=C(C=C1)OC(F)(F)F)=O)C [(Z)-N'-[(E)-[4-[4-cyano-1-methyl-5-[[4-(trifluoromethoxy)benzoyl]amino]pyrazol-3-yl]phenyl]methyleneamino]-N-(2-isopropyl-5-methylphenyl)carbamimidoyl]sulfanylmethyl acetate